10-oxo-9,10-dihydro-4H-benzo[4,5]cyclohepta[1,2-b]thiophene O=C1CC2=C(CC3=C1SC=C3)C=CC=C2